BrC=1C=CC(=NC1)CC(C)(O)C 1-(5-Bromopyridin-2-yl)-2-methylpropan-2-ol